FC(C1=CC=C(C=C1)NC1=NC=CC=C1C1=NN=C(O1)CCNC#N)(F)F N-(2-(5-(2-((4-(trifluoromethyl)phenyl)amino)pyridin-3-yl)-1,3,4-oxadiazol-2-yl)ethyl)cyanamide